FC1=C(C=CC=C1)NCC(C)=O 1-((2-fluorophenyl)amino)propan-2-one